C[C@H]1N(CCOC1)C1=NN2C(C(NC[C@H]2[C@H](C)C2=CC=CC=C2)=O)=C1 (R)-2-((R)-3-methylmorpholin-4-yl)-7-((R)-1-phenylethyl)-6,7-dihydro-5H-pyrazolo[1,5-a]pyrazin-4-one